NC1=C(C=CC(=N1)N1CC2N(C(C1)C2)C(=O)OC(C)(C)C)[N+](=O)[O-] tert-butyl 3-(6-amino-5-nitro-2-pyridinyl)-3,6-diazabicyclo[3.1.1]heptane-6-carboxylate